4-[2-ethoxyethyl-[4-(5,6,7,8-tetrahydro-1,8-naphthyridin-2-yl)butyl]amino]-2-[[4-(trifluoromethyl)benzoyl]amino]butanoic acid C(C)OCCN(CCC(C(=O)O)NC(C1=CC=C(C=C1)C(F)(F)F)=O)CCCCC1=NC=2NCCCC2C=C1